3-((t-butyldimethylsilyl)oxy)-2-fluoropropyl-4-toluenesulfonate [Si](C)(C)(C(C)(C)C)OCC(COS(=O)(=O)C1=CC=C(C)C=C1)F